ClC=1C=C2C(=NC(=NC2=C(C1C=1C2=CN(N=C2C=C(C1C)F)C(C1=CC=CC=C1)(C1=CC=CC=C1)C1=CC=CC=C1)F)OC[C@H](C)OC)N1[C@@H]2CN([C@H](C1)C2)C(=O)OC(C)(C)C tert-butyl (1S,4S)-5-[6-chloro-8-fluoro-7-(6-fluoro-5-methyl-2-trityl-indazol-4-yl)-2-[(2S)-2-methoxypropoxy]quinazolin-4-yl]-2,5-diazabicyclo[2.2.1]heptane-2-carboxylate